(R)-4-(4-methyl-2-oxopiperazin-1-yl)-3-(4-methylphenyl)-N-((R)-1-(4-chlorophenyl)ethyl)-4,5-dihydro-1H-pyrazole-1-carboxamide CN1CC(N(CC1)[C@H]1C(=NN(C1)C(=O)N[C@H](C)C1=CC=C(C=C1)Cl)C1=CC=C(C=C1)C)=O